(S)-(E)-3-((3-butyl-7-(methylthio)-1,1-dioxido-5-phenyl-2,3,4,5-tetrahydro-1,5-benzothiazepin-8-yl)oxy)acrylic acid C(CCC)[C@@H]1CS(C2=C(N(C1)C1=CC=CC=C1)C=C(C(=C2)O/C=C/C(=O)O)SC)(=O)=O